F[C@@H]1CN(CC[C@@H]1NC1=NN2C(C(=N1)OC)=C(C(=C2)F)C=2C=CC1=C(N(C=N1)CCF)C2)C(C)=O 1-((3R,4S)-3-fluoro-4-((6-fluoro-5-(1-(2-fluoroethyl)-1H-benzo[d]imidazol-6-yl)-4-methoxypyrrolo[2,1-f][1,2,4]triazin-2-yl)amino)piperidin-1-yl)ethan-1-one